C(CCCCCCCCC\C=C/CCCC)CC(=O)O.C(C)(=O)OCCCCCCCC\C=C/CCCC (Z)-9-Tetradecenyl acetate (Z)-11-Hexadecenyl-acetate